O[C@@H]1[C@H](CCCC1)NC(=O)C=1C=C(C=2N(N1)C=CC2)CC=2C=NC=CC2C2=CC=CC=C2C(NC)=O N-[(1S,2S)-2-Hydroxycyclohexyl]-4-[4-(6-methylcarbamoylphenyl)-pyridin-3-yl-methyl]-pyrrolo[1,2-b]pyridazin-2-carboxamid